C(CC)N(CCC)C(CC=C[SiH3])N(CCC)CCC bis(di-n-propylamino)ethylvinylsilane